6-oxo-1,3,4,6-tetrahydropyrido[2,1-c][1,4]oxazine-8-sulfonyl chloride O=C1C=C(C=C2COCCN21)S(=O)(=O)Cl